N[S@](=NC(CC=1C(=NC(=CC1C(C)C)C(F)F)C(C)C)=O)(=O)C1=CC=C(C=C1)CN(C)C (R)-N-(amino(4-((dimethylamino)methyl)phenyl)(oxo)-λ6-sulfaneylidene)-2-(6-(difluoromethyl)-2,4-diisopropylpyridin-3-yl)acetamide